methyl 4-amino-1-methyl-3-(1,4-dioxaspiro[4.5]dec-7-en-8-yl)-1H-pyrazole-5-carboxylate NC=1C(=NN(C1C(=O)OC)C)C1=CCC2(OCCO2)CC1